N(=C=O)[C@H]1[C@@H](C1)C1=CC=CC=C1 |r| (+/-)-((1S,2R)-2-isocyanatocyclopropyl)benzene